COC1=NC=CC(=C1)C=1C(=C2CCCC2=CC1)NC(=O)NS(=O)(=O)C1=NN(C=C1)C/C=C/B(O)O (E)-(3-(3-(N-((5-(2-methoxypyridin-4-yl)-2,3-dihydro-1H-inden-4-yl)carbamoyl)sulfamoyl)-1H-pyrazol-1-yl)prop-1-en-1-yl)boronic acid